5-[4-[4-(3-azaspiro[5.5]undecan-9-ylmethyl)piperazin-1-yl]anilino]-16-hydroxy-16-methyl-2,4,6,10,21-pentazatetracyclo[15.3.1.02,10.03,8]henicosa-1(21),3,5,7,12,17,19-heptaen-9-one C1CNCCC12CCC(CC2)CN2CCN(CC2)C2=CC=C(NC=1N=C3N4C=5C=CC=C(C(CCC=CCN4C(C3=CN1)=O)(C)O)N5)C=C2